10,10-didecyloxy-3-pivaloyloxydecane C(CCCCCCCCC)OC(CCCCCCC(CC)OC(C(C)(C)C)=O)OCCCCCCCCCC